N-(4-{2-[2-(hydroxymethyl)-4-methylpiperazinyl]-2-oxoethyl}phenyl){[(4-methoxyphenyl)methyl]amino}carboxamide OCC1N(CCN(C1)C)C(CC1=CC=C(C=C1)NC(=O)NCC1=CC=C(C=C1)OC)=O